FC(C1=NN=C(O1)C=1C=CC(=NC1)CN1C(N(C2=C1C(=CC=C2)F)C2CCNCC2)=O)F 3-((5-(5-(Difluoromethyl)-1,3,4-oxadiazol-2-yl)pyridin-2-yl)methyl)-4-fluoro-1-(piperidin-4-yl)-1,3-dihydro-2H-benzo[d]imidazol-2-one